FC(C1=NN(C(=N1)C(F)(F)F)[Li])(F)F 3,5-bis(trifluoromethyl)-1,2,4-triazolyllithium